Cyclopropyl(4,5,8-trichloro-2-((pyrimidin-5-ylmethyl)sulfinyl)quinolin-3-yl)methan-1-one C1(CC1)C(=O)C=1C(=NC2=C(C=CC(=C2C1Cl)Cl)Cl)S(=O)CC=1C=NC=NC1